4-butyl-1-(2,4-difluorophenyl)-3-(4-fluorophenyl)-5-methyl-4,5-dihydro-1H-pyrazole-5-carboxylic acid methyl ester COC(=O)C1(C(C(=NN1C1=C(C=C(C=C1)F)F)C1=CC=C(C=C1)F)CCCC)C